IC(C(=O)[O-])C.[Na+] sodium iodopropionate